C(C)N1N=C(C(=C1)C1=C(C=CC=C1F)[C@H]1C2=C(CN(C1)C(\C=C\[C@H]1NC[C@H](C1)F)=O)SC(=C2)C#N)C(F)(F)F (S)-4-(2-(1-Ethyl-3-(trifluoromethyl)-1H-pyrazol-4-yl)-3-fluorophenyl)-6-((E)-3-((2S,4S)-4-fluoropyrrolidin-2-yl)acryloyl)-4,5,6,7-tetrahydrothieno[2,3-c]pyridine-2-carbonitrile